2-chloro-9-phenyl-1,10-phenanthroline ClC1=NC2=C3N=C(C=CC3=CC=C2C=C1)C1=CC=CC=C1